N-(6-(cyclopropylmethoxy)-2-((1r,4r)-4-((4-(4-(2,6-dioxopiperidin-3-yl)-3-oxopiperazin-1-yl)piperidin-1-yl)methyl)cyclohexyl)-2H-indazol-5-yl)pyrazolo[1,5-a]pyrimidine-3-carboxamide C1(CC1)COC=1C(=CC2=CN(N=C2C1)C1CCC(CC1)CN1CCC(CC1)N1CC(N(CC1)C1C(NC(CC1)=O)=O)=O)NC(=O)C=1C=NN2C1N=CC=C2